C(C)(C)(C)OC(NC1=NC(=CC=C1)Br)=O (6-bromo-pyridin-2-yl)-carbamic acid tert-butyl ester